3-((4-bromophenoxy)methyl)-1-methylazetidine BrC1=CC=C(OCC2CN(C2)C)C=C1